ICCCCCCC\C=C/CCO (3Z)-11-iodo-3-undecene-1-ol